CC1=NN(C(C2=CC(=CC=C12)N1CCC(CC1)CN1CCNCC1)=O)C1C(NC(CC1)=O)=O 3-(4-methyl-1-oxo-7-(4-(piperazin-1-ylmethyl)piperidin-1-yl)phthalazin-2(1H)-yl)piperidine-2,6-dione